[Se]1C=CC2=C1C=CN2 selenophenopyrrole